CN(CCC1=CC(=C(C=2C3=CC=CC=C3C=CC12)O)O)C (1-[2-(dimethylamino)ethyl])-3,4-phenanthrenediol